C(C)(=O)N1[C@H](CN(CC1)C(C=C)=O)C1=CC(=NC(=C1)Cl)C1=CC(=NC=C1)C(=O)NCC1(CC1)O (S)-4-(1-acetyl-4-acryloylpiperazin-2-yl)-6-chloro-N-((1-hydroxycyclopropyl)methyl)-[2,4'-bipyridine]-2'-carboxamide